2-(4,6-Dimethylpyrimidin-2-yl)-5-{[4-fluoro-2-(trifluoromethyl)phenyl]carbonyl}octahydropyrrolo[3,4-c]pyrrole CC1=NC(=NC(=C1)C)N1CC2CN(CC2C1)C(=O)C1=C(C=C(C=C1)F)C(F)(F)F